tert-butyl (2S,4R)-4-hydroxy-2-(((R)-2-hydroxy-1-(4-(pyrimidin-5-yl)phenyl)ethyl)carbamoyl)pyrrolidine-1-carboxylate O[C@@H]1C[C@H](N(C1)C(=O)OC(C)(C)C)C(N[C@@H](CO)C1=CC=C(C=C1)C=1C=NC=NC1)=O